2-fluoro-1-(3-(7-((1-methylpyrrolidin-3-yl)amino)-3-(4-(trifluoromethyl)phenyl)-1H-pyrazolo[4,3-b]pyridin-1-yl)azetidin-1-yl)prop-2-en-1-one FC(C(=O)N1CC(C1)N1N=C(C2=NC=CC(=C21)NC2CN(CC2)C)C2=CC=C(C=C2)C(F)(F)F)=C